(cis)-benzyl 4-(1-(3-methoxy-3-oxopropyl)-3-methyl-1H-pyrazol-4-yl)cyclohexanecarboxylate COC(CCN1N=C(C(=C1)[C@H]1CC[C@H](CC1)C(=O)OCC1=CC=CC=C1)C)=O